3-{3-Fluoro-4-[(7-methoxy-6-{[1-(prop-2-enoyl)piperidin-4-yl]oxy}quinazolin-4-yl)amino]phenoxy}N-(1-fluoro-2-methylpropan-2-yl)-1H-pyrazole-1-carboxamide 1,5-naphthalenedisulfonate C1(=CC=CC=2C(=CC=CC12)S(=O)(=O)O)S(=O)(=O)O.FC=1C=C(OC2=NN(C=C2)C(=O)NC(CF)(C)C)C=CC1NC1=NC=NC2=CC(=C(C=C12)OC1CCN(CC1)C(C=C)=O)OC